dibutylamide persulphate S(=O)(=O)([O-])OOS(=O)(=O)[O-].C(CCC)[N-]CCCC